C(=C)C1=C2NC=NC2=NC=N1 6-vinyl-purine